FC1=CC=C(C=C1)C1(CCN(CC1)C1=CN=CC(=N1)C1=C(C#N)C=CC=C1)O 2-(6-(4-(4-fluorophenyl)-4-hydroxypiperidin-1-yl)pyrazin-2-yl)benzonitrile